5-(3-cyanobenzyl)-N-(9-methyl-8-oxo-6,7,8,9-tetrahydro-5H-pyrido[2,3-b]azepin-7-yl)thiazole-2-carboxamide C(#N)C=1C=C(CC2=CN=C(S2)C(=O)NC2CCC3=C(N(C2=O)C)N=CC=C3)C=CC1